C12(CC3CC(CC(C1)C3)C2)NCCCCCCCSC2=C3C(N(C(=NC3=CC=C2)C(F)(F)F)C2C(NC(CC2)=O)=O)=O 3-(5-((7-(((1s,3s)-adamantan-1-yl)amino)heptyl)thio)-4-oxo-2-(trifluoromethyl)quinazoline-3(4H)-yl)piperidine-2,6-dione